(2S)-2-[(1R)-6-bromo-4-fluoro-indan-1-yl]-2-(tert-butoxycarbonylamino)-acetic acid BrC1=CC(=C2CC[C@H](C2=C1)[C@@H](C(=O)O)NC(=O)OC(C)(C)C)F